ClC=1NC(=CN1)Cl 2,5-dichloroimidazole